C(#N)C=1N=C(NC1C#N)C(C(F)(F)F)(F)F.[Na] sodium 4,5-dicyano-2-(pentafluoroethyl)imidazole